9H-fluoren-9-ylmethyl (2R)-2-[(tert-butoxycarbonylamino)methyl]morpholine-4-carboxylate C(C)(C)(C)OC(=O)NC[C@@H]1CN(CCO1)C(=O)OCC1C2=CC=CC=C2C=2C=CC=CC12